BrC1=CC(N(C=C1OC1=C(C=C(C=C1C)F)C)C(C)C)=O 4-bromo-5-(4-fluoro-2,6-dimethylphenoxy)-1-isopropylpyridin-2(1H)-one